5-(methyl-(4-methyl-1,3,5-triazin-2-yl)amino)cyclopentane-1,2-diol CN(C1CCC(C1O)O)C1=NC=NC(=N1)C